ClC1=C2C(=NC=C1OC=1C=NN3C1C=NC=C3)N=C(N2C)NC2=CC(=CC(=C2)C(F)(F)F)CN2CC(CC2)(F)F 7-chloro-N-(3-((3,3-difluoropyrrolidin-1-yl)methyl)-5-(trifluoromethyl)phenyl)-1-methyl-6-(pyrazolo[1,5-a]pyrazin-3-yloxy)-1H-imidazo[4,5-b]pyridin-2-amine